CC1=C(C=C(C=C1)NC(=O)N1C2CCCC1(C2)C(=O)O)C2=NN1C(C=N2)=CC=C1 6-((4-methyl-3-(pyrrolo[2,1-f][1,2,4]triazin-2-yl)phenyl)carbamoyl)-6-azabicyclo[3.1.1]heptane-1-carboxylic acid